tert-butyl 2-(4-(((5-fluoro-4-oxo-7-((tetrahydro-2H-pyran-4-yl)methoxy)-3,4-dihydroquinazolin-2-yl)methyl)thio)piperidin-1-yl)acetate FC1=C2C(NC(=NC2=CC(=C1)OCC1CCOCC1)CSC1CCN(CC1)CC(=O)OC(C)(C)C)=O